methyl-N-(2-nitrophenyl)-1,8-naphthyridin-3-amine CC1=NC2=NC=CC=C2C=C1NC1=C(C=CC=C1)[N+](=O)[O-]